COS(=O)(=O)C1=CC[C@@](C=C1)(C)C1(CCCCC1)NS(=O)(=O)CC (1r,4r)-4-((ethylsulfonylamino)cyclohexyl)-4-methylbenzenesulfonic acid methyl ester